O[C@H]1[C@H](O[C@@]2([C@@H]([C@H]1N1N=NC(=C1)C1=CC(=C(C(=C1)F)F)F)O)CN(CCC2)C(=O)C2=CC=CC1=CC=CC=C21)CO ((2R,3R,4S,5R,6R)-3,5-dihydroxy-2-(hydroxymethyl)-4-(4-(3,4,5-trifluorophenyl)-1H-1,2,3-triazol-1-yl)-1-oxa-8-azaspiro[5.5]undecane-8-yl)(naphthalen-1-yl)methanone